CC1C(C1)NC(C1=CC=C(C=C1)C1=NOC(=N1)C(F)(F)F)=O N-(2-methylcyclopropyl)-4-[5-(trifluoromethyl)-1,2,4-oxadiazol-3-yl]benzamide